(S)-4,6-dichloro-N-(1,1-dimethylsilolan-3-yl)-1H-indole-2-carboxamide ClC1=C2C=C(NC2=CC(=C1)Cl)C(=O)N[C@@H]1C[Si](CC1)(C)C